2-[7-[4-fluoro-2-(2-methoxyethoxy)phenyl]-4-(2-oxo-1,3-dihydro-2-benzothien-5-yl)thieno[3,2-c]pyridin-6-yl]-6,7-dihydro-4H-thiazolo[5,4-c]pyridine-5-carboxylic acid tert-butyl ester C(C)(C)(C)OC(=O)N1CC2=C(CC1)N=C(S2)C2=C(C1=C(C(=N2)C2=CC3=C(CS(C3)=O)C=C2)C=CS1)C1=C(C=C(C=C1)F)OCCOC